N-(2-(2,5-Bis((3-aminopropyl)amino)pentanamido)ethyl)-N,N-dimethyl-2,3-bis((Z)-octadec-9-en-1-yloxy)propan-1-aminium chloride tetrahydrochloride Cl.Cl.Cl.Cl.[Cl-].NCCCNC(C(=O)NCC[N+](CC(COCCCCCCCC\C=C/CCCCCCCC)OCCCCCCCC\C=C/CCCCCCCC)(C)C)CCCNCCCN